methyl 5-[3-[4-[3-[tert-butoxycarbonyl(methyl)amino]prop-1-ynyl]-2-fluoro-phenoxy]propyl]-2-(3-chloro-4-methyl-6,7-dihydro-5H-pyrido[2,3-c]pyridazin-8-yl)thiazole-4-carboxylate C(C)(C)(C)OC(=O)N(CC#CC1=CC(=C(OCCCC2=C(N=C(S2)N2CCCC3=C2N=NC(=C3C)Cl)C(=O)OC)C=C1)F)C